(2R,3S,4S)-4-hydroxy-2-[(4-methoxyphenyl)methyl]pyrrolidin-3-yl N-{2-[2-(diethylamino)ethoxy]ethyl}carbamate C(C)N(CCOCCNC(O[C@H]1[C@H](NC[C@@H]1O)CC1=CC=C(C=C1)OC)=O)CC